ClC1=CC(=C(C=C1)C1=NC(=CN2C1=NC(=C(C2=O)C)C)N2C[C@@H](OCC2)C=2C=NN(C2)C2CCC2)F 9-(4-chloro-2-fluoro-phenyl)-7-[(2S)-2-(1-cyclobutylpyrazol-4-yl)morpholin-4-yl]-2,3-dimethyl-pyrazino[1,2-a]pyrimidin-4-one